FC(CNC(=O)C=1C=NN2C1C=C(C=C2)C2=CNC1=NC(=CC=C12)OC)F N-(2,2-difluoroethyl)-5-(6-methoxy-1H-pyrrolo[2,3-b]pyridin-3-yl)pyrazolo[1,5-a]pyridine-3-carboxamide